C(C)(=O)C=1C(=NC=C(C1)Cl)C(=O)O 3-ACETYL-5-CHLORO-2-PYRIDINECARBOXYLIC ACID